C(C)(C)(C)OC(=O)N1CCC(=C[C@@H]1C)C=1N=NC(=CC1)NC(=O)C1=CC2=CN(N=C2C=C1OCC)C.NC1=C(C=C(C2=CC3=CC=CC=C3C=C12)N)OC 1,4-diamino-2-methoxyanthracene tert-butyl-(S)-4-(6-(6-ethoxy-2-methyl-2H-indazole-5-carboxamido)pyridazin-3-yl)-6-methyl-3,6-dihydropyridine-1(2H)-carboxylate